ClC=1C=C(C=CC1)N1C(\C(\CC1=O)=C\C1=C(OCC2=CC(=C(C(=O)OC)C=C2)O)C=CC=C1)=O methyl (E)-4-((2-((1-(3-chlorophenyl)-2,5-dioxopyrrolidin-3-ylidene)methyl)phenoxy)methyl)-2-hydroxybenzoate